C(C)(C)C1=C(NC2=CC=C(C=C12)C1CCNCC1)C=1C=NC=2N(C1)N=CN2 6-(3-isopropyl-5-(piperidin-4-yl)-1H-indol-2-yl)-[1,2,4]triazolo[1,5-a]pyrimidine